C(C)OC(C[C@@H](C1=CC(=CC=C1)OC1=CC=C(C=C1)C)NS(=O)(=O)C(C)(C)C)=O (S)-3-((R)-1,1-dimethylethylsulfonamido)-3-(3-(p-tolyloxy)phenyl)propanoic acid ethyl ester